dioxoline O1OC=CC1